N-((1s,4s)-4-(Azetidin-1-yl)cyclohexyl)-5-methyl-4-(6-phenylimidazo[1,2-a]pyridin-3-yl)pyrimidin-2-amin N1(CCC1)C1CCC(CC1)NC1=NC=C(C(=N1)C1=CN=C2N1C=C(C=C2)C2=CC=CC=C2)C